2-[4-[(E)-3-[3-[(2-Chlorobenzoyl)amino]phenyl]prop-2-enoyl]phenoxy]acetic acid ClC1=C(C(=O)NC=2C=C(C=CC2)/C=C/C(=O)C2=CC=C(OCC(=O)O)C=C2)C=CC=C1